1-[(3S)-3-aminopyrrolidin-1-yl]-2-(4-fluorophenyl)ethan-1-one, hydrochloride Cl.N[C@@H]1CN(CC1)C(CC1=CC=C(C=C1)F)=O